4-(4-chlorophenyl)-4-oxo-3-phenylbutyric acid ClC1=CC=C(C=C1)C(C(CC(=O)O)C1=CC=CC=C1)=O